5-bromo-6-((4-(5-methyl-1,2,4-oxadiazol-3-yl)phenyl)pyridin-3-yl)(4,4-difluoropiperidin-1-yl)methanone BrC1C(CCN(C1C=1C(=NC=CC1)C1=CC=C(C=C1)C1=NOC(=N1)C)C=O)(F)F